Cl.ClC=1C=CC(=NC1)C1(OC2=C(N1)C(=CC=C2)C2CCNCC2)C(F)(F)F 2-(5-chloropyridin-2-yl)-4-(piperidin-4-yl)-2-(trifluoromethyl)-2,3-dihydrobenzo[d]oxazole hydrochloride